ethyloxymagnesium bromide C(C)O[Mg]Br